C(C)C1=NN(C(C=C1C1=CC=CC=C1)=O)CC(=O)NC1CC(C1)(C)O 2-(3-ethyl-6-oxo-4-phenylpyridazin-1(6H)-yl)-N-(cis-3-hydroxy-3-methylcyclobutyl)acetamide